3-(4-amino-2-((6-methylpyridin-2-yl)methyl)-7-(3-methylpyridin-4-yl)-2H-[1,2,3]triazolo[4,5-c]pyridin-6-yl)benzonitrile NC1=NC(=C(C=2C1=NN(N2)CC2=NC(=CC=C2)C)C2=C(C=NC=C2)C)C=2C=C(C#N)C=CC2